N-methyl-4-[4-(trifluoromethyl)anilino]-3-vinyl-benzenesulfonamide CNS(=O)(=O)C1=CC(=C(C=C1)NC1=CC=C(C=C1)C(F)(F)F)C=C